3-(2,3-di-methylphenyl)-5,7-di-tert-butyl-benzofuran-2-on CC1=C(C=CC=C1C)C1C(OC2=C1C=C(C=C2C(C)(C)C)C(C)(C)C)=O